3-(5-(((1R,2S)-2-((4,4-difluorocyclohexyl)amino)cyclohexyl)methyl)-4-fluoro-1-oxoisoindolin-2-yl)piperidine-2,6-dione FC1(CCC(CC1)N[C@@H]1[C@H](CCCC1)CC=1C(=C2CN(C(C2=CC1)=O)C1C(NC(CC1)=O)=O)F)F